4-((2R,5R)-5-ethyl-2-(hydroxymethyl)-4-(1-(4-(trifluoromethyl)phenyl)ethyl)piperazin-1-yl)-1-methyl-2-oxo-1,2-dihydropyrido[3,2-d]pyrimidine-6-carbonitrile C(C)[C@H]1N(C[C@@H](N(C1)C=1C2=C(N(C(N1)=O)C)C=CC(=N2)C#N)CO)C(C)C2=CC=C(C=C2)C(F)(F)F